N-(6-amino-5-methyl-3-pyridyl)-2-[(2R,5R)-5-methyl-2-(5-methyl-2-pyridyl)-1-piperidyl]-2-oxo-acetamide NC1=C(C=C(C=N1)NC(C(=O)N1[C@H](CC[C@H](C1)C)C1=NC=C(C=C1)C)=O)C